BrC1=NC(=CC=C1CC(=O)OCCCCCCCC)C#N octyl (2-bromo-6-cyanopyridin-3-yl)acetate